3-(3-(3-methoxyphenyl)-5-methyl-4-thiazolinonyl)-N-(4-phenylbutyl)benzamide COC=1C=C(C=CC1)N1C(SC(=C1C=1C=C(C(=O)NCCCCC2=CC=CC=C2)C=CC1)C)=O